FC=1C=CC2=C(CCC(CC2=O)(C(=O)OCC)C(=O)OCC)C1 7,7-diethyl 2-fluoro-5-oxo-8,9-dihydro-6H-benzo[7]annulene-7,7-dicarboxylate